3-(bromomethyl)-4-fluorobenzonitrile BrCC=1C=C(C#N)C=CC1F